ClC=1C=CC(=C2C[C@H]([C@H](C12)OCOC)F)[C@H]1CC[C@@H](C=2C=C(C=C(C12)C#N)F)F (5S,8R)-8-[(1S,2R)-7-chloro-2-fluoro-1-(methoxymethoxy)-2,3-dihydro-1H-inden-4-yl]-3,5-difluoro-5,6,7,8-tetrahydronaphthalene-1-carbonitrile